methyl 2-(3-bromo-6-chloropyridin-2-yl)acetate BrC=1C(=NC(=CC1)Cl)CC(=O)OC